FC=1C(=CC(=C(C(=O)NC2=C(C=CC=C2C)F)C1)O[C@@H](C)C1=CC=CC=C1)N1N=C(N(C1=O)C(C)C)C 5-Fluoro-N-(2-fluoro-6-methylphenyl)-4-[3-methyl-5-oxo-4-(propan-2-yl)-4,5-dihydro-1H-1,2,4-triazol-1-yl]-2-[(1S)-1-phenylethoxy]benzamide